1-azabicyclo[2.2.2]octan-7-ylmethanol N12CCC(CC1)CC2CO